8-benzyl-6-(4-methoxyphenyl)-2-(pyridin-4-ylmethyl)imidazo[1,2-a]pyrazin-3(7H)-one C(C1=CC=CC=C1)C1=C2N(C=C(N1)C1=CC=C(C=C1)OC)C(C(=N2)CC2=CC=NC=C2)=O